C(C)C(C(=O)[O-])(CCC(C)C)C.C(C)C(C(=O)[O-])(CCC(C)C)C.[Co+2] cobalt(2+) bis(2-ethyl-2,5-dimethylhexanoate)